NC1=CC(=C2C(=N1)C=C(S2)C2=CC=NN2)NCCN2CCC(CC2)(O)C 1-(2-((5-amino-2-(1H-pyrazol-5-yl)thieno[3,2-b]pyridin-7-yl)amino)ethyl)-4-methylpiperidin-4-ol